2-amino-8-(4-((21-chloro-3,6,9,12,15-pentaoxahenicos-1-yl)oxy)phenyl)-9-(4-fluorobenzyl)-1,9-dihydro-6H-purin NC=1NCC=2N=C(N(C2N1)CC1=CC=C(C=C1)F)C1=CC=C(C=C1)OCCOCCOCCOCCOCCOCCCCCCCl